3-[(3-chloro-2-methoxyphenyl)amino]-2-[6-[(1-fluorocyclopropyl)methoxy]-1,5-naphthyridin-4-yl]-1H,5H,6H,7H-pyrrolo[3,2-c]pyridin-4-one ClC=1C(=C(C=CC1)NC1=C(NC2=C1C(NCC2)=O)C2=CC=NC1=CC=C(N=C21)OCC2(CC2)F)OC